3-(3,5-dichloroanilino)-2-hydroxy-3-oxo-propionic acid ethyl ester C(C)OC(C(C(=O)NC1=CC(=CC(=C1)Cl)Cl)O)=O